BrC=1C=2N(C=CC1)C(=C(N2)C#CCNC2=C(C=C(C=C2)S(=O)(=O)C2CC2)OC)CC(F)(F)F N-{3-[8-bromo-3-(2,2,2-trifluoroethyl)imidazo[1,2-a]pyridin-2-yl]prop-2-yn-1-yl}-4-(cyclopropanesulfonyl)-2-methoxyaniline